C(C)O[C@H]1OC(C[C@@H]1NC(OCC1=CC=CC=C1)=O)=O benzyl ((2S,3S)-2-ethoxy-5-oxotetrahydrofuran-3-yl)carbamate